N1C=NC(=C1)C(C)C=1C=C(C=C2CCC(C12)O)F 7-[1-(1H-imidazol-4-yl)ethyl]-5-fluoro-2,3-dihydro-1H-inden-1-ol